(3R)-3-(1,1-difluoroethyl)-N-[2-fluoro-5-[2-(2-hydroxyethoxy)-6-(morpholin-4-yl)pyridin-4-yl]-4-methylphenyl]pyrrolidine-1-carboxamide FC(C)(F)[C@H]1CN(CC1)C(=O)NC1=C(C=C(C(=C1)C1=CC(=NC(=C1)N1CCOCC1)OCCO)C)F